tert-butyl N-(3-methyl-4,5,6,7-tetrahydro-2-benzothiophen-5-yl)carbamate CC=1SC=C2C1CC(CC2)NC(OC(C)(C)C)=O